COC1=NC(=C(C=C1NC1=NC=NC(=C1)N1OCC[C@@H]1C1=CC=CC=C1)C=1C=NN(C1)C)N1CCC(CC1)N1CCN(CC1)C (R)-N-(2-methoxy-5-(1-methyl-1H-pyrazol-4-yl)-6-(4-(4-methylpiperazin-1-yl)piperidin-1-yl)pyridin-3-yl)-6-(3-phenylisoxazolidin-2-yl)pyrimidin-4-amine